NC[C@@H]1C[C@@H](CCC1)C(=O)O (1R,3S)-3-(aminomethyl)cyclohexane-1-carboxylic acid